CN1N=CC=2N=CN=C(C21)NCC2=CC=C(C=C2)P(O)(O)=O 4-[([1-methylpyrazolo[4,3-d]pyrimidin-7-yl]amino)methyl]phenylphosphonic acid